FCCCOC(C(CC)CC)=O 2-ethylbutanoic acid 3-fluoropropyl ester